FC1=CC=C(C=2N=C(SC21)NC(OC(C)(C)C)=O)C2=C(C=1N=C(N=C(C1C=N2)N2C[C@](CCC2)(C)O)OCC21CCCN1CCC2)F (R)-tert-butyl (7-fluoro-4-(8-fluoro-2-((hexahydro-1H-pyrrolizin-7a-yl)methoxy)-4-(3-hydroxy-3-methylpiperidin-1-yl)pyrido[4,3-d]pyrimidin-7-yl)benzo[d]thiazol-2-yl)carbamate